C(C)(C)(C)OC(=O)N[C@@H](COC1=CC(=NC(=C1C(=O)OCC1=CC=CC=C1)OC)C)CC1=CC=CC=C1 benzyl (R)-4-(2-((tert-butoxycarbonyl)amino)-3-phenylpropoxy)-2-methoxy-6-methylnicotinate